(S)- and (R)-N-(5-(((R)-1-acetylpiperidin-3-yl)oxy)pyridin-2-yl)-2-((4-cyanophenEthyl)amino)-2-phenylacetamide C(C)(=O)N1C[C@@H](CCC1)OC=1C=CC(=NC1)NC([C@H](C1=CC=CC=C1)NCCC1=CC=C(C=C1)C#N)=O |&1:18|